COC1=CC=CC=2N1C(=NN2)N 5-methoxy-[1,2,4]triazolo[4,3-a]pyridin-3-amine